C1(NNC=2C=CC3=C(C12)C=CC=C3)=O 2,3-dihydro-1H-benzo[e]indazol-1-one